C(C)(C)(C)C=1C=C(N(N1)C1CC1)NC(=O)NC1=CC=C(C2=CC=CC=C12)OCCN1C=NC2=C1C=CC=C2OC 1-[5-tert-butyl-2-cyclopropyl-2H-pyrazol-3-yl]-3-[4-(2-(4-methoxybenzimidazol-1-yl)ethoxy)naphthalen-1-yl]-urea